tetraimidazolyl-tetraphenyl-methane N1C(=NC=C1)C=1C(=C(C(=C(C1)C(C1=CC=CC=C1)(C1=CC=CC=C1)C1=CC=CC=C1)C=1NC=CN1)C=1NC=CN1)C=1NC=CN1